C(#N)C=1C(=NC(=C(C1CC)C#N)N1CC(C1)O)SC(C(=O)N)C1=CC=CC=C1 2-((3,5-dicyano-4-ethyl-6-(3-hydroxyazetidin-1-yl)pyridin-2-yl)thio)-2-phenylacetamide